[Cl-].COC1=NC(=NC(=N1)OC)[N+]1(CCOCC1)CC 4-(4,6-dimethoxy-1,3,5-triazin-2-yl)-4-ethyl-morpholinium chloride